NCCC(=O)OC(CCCCCCCCCCCCC)=O myristoyl β-alaninate